tert-butyl 2-(2-oxo-1H-pyridin-4-yl)piperidine-1-carboxylate O=C1NC=CC(=C1)C1N(CCCC1)C(=O)OC(C)(C)C